NC1=NC=CC=C1C1=NC=2C(=NC(=CC2)N2N=CC=C2)N1C=1C=C2CC[C@@H](C2=CC1)NC(=O)C1=CC(=C(C=2N1C=CN2)O)C=O N-[(1S)-5-[2-(2-aminopyridin-3-yl)-5-(pyrazol-1-yl)imidazo[4,5-b]pyridin-3-yl]-2,3-dihydro-1H-inden-1-yl]-7-formyl-8-hydroxyimidazo[1,2-a]pyridine-5-carboxamide